ClC(C(O[C@H]1[C@@H]([C@@H](OC(C)=O)[C@H](OC(C)=O)[C@H](O1)COC(C)=O)N=[N+]=[N-])=N)(Cl)Cl 3,4,6-Tri-O-acetyl-2-azido-2-deoxy-β-D-glucopyranosyl trichloroacetimidate